3-(cyclohexylmethoxy)-benzaldehyde C1(CCCCC1)COC=1C=C(C=O)C=CC1